2-(2-(((5-chloro-2-(cyclopropylmethyl)phenyl)amino)-2-oxoacetamido)-3-phenylpropionamido)benzoic acid ClC=1C=CC(=C(C1)NC(C(=O)NC(C(=O)NC1=C(C(=O)O)C=CC=C1)CC1=CC=CC=C1)=O)CC1CC1